(5RS)-2-[2-Fluoro-3-(trifluoromethyl)benzyl]-5-(pyrrolidin-1-ylcarbonyl)-5,6,7,8-tetrahydro[1,2,4]triazolo[4,3-a]pyridin-3(2H)-one FC1=C(CN2N=C3N([C@H](CCC3)C(=O)N3CCCC3)C2=O)C=CC=C1C(F)(F)F |r|